2'-(2-((5-(4-Ethylpiperazin-1-yl)pyridin-2-yl)amino)-5-fluoropyrimidin-4-yl)-5'-methyl-5',6'-dihydro-4'H-spiro[cyclopentane-1,7'-thieno[3,2-c]pyridin]-4'-oneON C(C)N1CCN(CC1)C=1C=CC(=NC1)NC1=NC=C(C(=N1)C1=CC=2C(N(CC3(C2S1)CC(CC3)=O)C)=O)F